beta-hydroxybutyrate potassium salt [K+].OC(CC(=O)[O-])C